FC1=C2C(CN(C(C2=CC(=C1)F)=O)C)NC(CN1C(NC2=CC=CC=C2C1=O)=O)=O N-(5,7-difluoro-2-methyl-1-oxo-1,2,3,4-tetrahydroisoquinolin-4-yl)-2-(2,4-dioxo-1,4-dihydroquinazolin-3(2H)-yl)acetamide